N-(3-methoxybenzyl)-4-((2-(3-methoxybenzyloxy)ethoxy)methyl)-N-(4-morpholinobenzyl)thiazol-2-amine COC=1C=C(CN(C=2SC=C(N2)COCCOCC2=CC(=CC=C2)OC)CC2=CC=C(C=C2)N2CCOCC2)C=CC1